(2S,3R)-3-tert-butoxy-2-(9H-fluoren-9-ylmethoxycarbonylamino)butanoic acid C(C)(C)(C)O[C@@H]([C@@H](C(=O)O)NC(=O)OCC1C2=CC=CC=C2C=2C=CC=CC12)C